C1(CC1)CN(C1=CC(N(C=2C=CC(=NC12)C#N)C)=O)C1=CC=C(C=C1)C1=CC=C(C=C1)OC 8-((cyclopropylmethyl)(4'-methoxy-[1,1'-biphenyl]-4-yl)amino)-5-methyl-6-oxo-5,6-dihydro-1,5-naphthyridine-2-carbonitrile